acrylamidopropyl-tetra(dimethylsilyloxy)dimethylbutyl-silane C(C=C)(=O)NCCC[Si](C(C(CC)(O[SiH](C)C)O[SiH](C)C)(O[SiH](C)C)O[SiH](C)C)(C)C